citronellylmyristate C(CC(C)CCC=C(C)C)OC(CCCCCCCCCCCCC)=O